tert-butyl (3R,5S)-3-(((tert-butyldimethylsilyl)oxy)methyl)-5-((1-trityl-1H-pyrrolo[2,3-d]pyrimidin-4-yl)amino)piperidine-1-carboxylate [Si](C)(C)(C(C)(C)C)OC[C@H]1CN(C[C@H](C1)NC1=C2C(N(C=N1)C(C1=CC=CC=C1)(C1=CC=CC=C1)C1=CC=CC=C1)=NC=C2)C(=O)OC(C)(C)C